C1=CC=C2C=CC=C3N=C4C5=C6C7=C(C(N8C(C7=CC=C6C(N4C1=C32)=O)=NC3=CC=CC2=CC=CC8=C32)=O)C=C5 anti-benzo[lmn]diperimidino[2,1-b:2',1'-i][3,8]phenanthroline-10,21-dione